C(CCCCCCCCCCC)S(=O)(=O)C1=CC=C(C=C1)C(C(F)(F)F)=O 1-(dodecylsulfonyl)-4-trifluoroacetyl-benzene